nicotinic acid methanesulfonate CS(=O)(=O)O.C(C1=CN=CC=C1)(=O)O